ClC=1C(N(C(=C(C1)C1=C(N=CO1)Cl)C1=C(C=C(C=C1F)F)F)CC)=O 3-chloro-5-(4-chlorooxazol-5-yl)-1-ethyl-6-(2,4,6-trifluorophenyl)pyridin-2(1H)-one